(2,5-dioxopyrrolidin-1-yl) 6-[3-(acetamidomethyl) phenoxy]pyridine-3-carboxylate C(C)(=O)NCC=1C=C(OC2=CC=C(C=N2)C(=O)ON2C(CCC2=O)=O)C=CC1